2-(5-chloro-1-tosyl-1H-indazol-6-yl)ethyl methanesulfonate CS(=O)(=O)OCCC1=C(C=C2C=NN(C2=C1)S(=O)(=O)C1=CC=C(C)C=C1)Cl